C(#N)C#CC1=CC=C(C(=O)OC2=C(C(=C(C(=C2F)F)S(=O)(=O)[O-])F)F)C=C1 4-((4-(cyanoethynyl)benzoyl)-oxy)-2,3,5,6-tetrafluorobenzenesulfonate